C(C)(C)(C)OC(C(CC1=NN(C=C1)C1CC1)N1C(C=C(C(=C1)OC)C1=C(C=CC(=C1)Cl)C(C)=O)=O)=O 2-(4-(2-acetyl-5-chlorophenyl)-5-methoxy-2-oxopyridin-1(2H)-yl)-3-(1-cyclopropyl-1H-pyrazol-3-yl)propionic acid tert-butyl ester